CC=1N=NSC1CO 4-methyl-1,2,3-thiadiazole-5-methanol